C(C)O[Si](C(CC)NC1=CC=C(C=C1)N)(OCC)OCC 4-N-(1-triethoxysilylpropyl)benzene-1,4-diamine